(3S)-N-[(2-methoxy-4-pyridyl)methyl]-1-(6-nitro-3-pyridyl)piperidin-3-amine COC1=NC=CC(=C1)CN[C@@H]1CN(CCC1)C=1C=NC(=CC1)[N+](=O)[O-]